C1(=CC=CC=C1)SC1CN(C1)C=1C(=C(C(=O)OC)C=CC1)N1C=CC=C1 Methyl 3-(3-(phenylthio)azetidin-1-yl)-2-(1H-pyrrol-1-yl)benzoate